OP(=O)(O)OP(=O)(O)OP(=O)(O)OP(=O)(O)OP(=O)(O)OP(=O)(O)O Hexaphosphoric acid